5-(((3-((3-phenethylphenethyl)amino)propyl)amino)methyl)cyclopentane-1,2-diol C(CC1=CC=CC=C1)C=1C=C(CCNCCCNCC2CCC(C2O)O)C=CC1